6-(4-(1-(3,3-difluorocyclohexyl)-1H-tetrazol-5-yl)butoxy)-3,4-dihydroquinolin-2(1H)-one FC1(CC(CCC1)N1N=NN=C1CCCCOC=1C=C2CCC(NC2=CC1)=O)F